[Si](C)(C)(C(C)(C)C)OCC=1N(C2=C(C=NC(=C2C(C1)=O)OCC1OC(OC1)(C)C)Cl)C1=C(C=CC=C1Cl)Cl 2-(((tert-butyldimethylsilyl)oxy)methyl)-8-chloro-1-(2,6-dichlorophenyl)-5-((2,2-dimethyl-1,3-dioxolan-4-yl)methoxy)-1,6-naphthyridin-4(1H)-one